3-benzyloxy-5-methylthiophene-2-carboxylic acid C(C1=CC=CC=C1)OC1=C(SC(=C1)C)C(=O)O